4-(3-chlorophenyl)-4-(hydroxyimino)butyric acid ethyl ester C(C)OC(CCC(=NO)C1=CC(=CC=C1)Cl)=O